C(C=C)C1(NC([C@]2(C[C@H](N(C2)C(=O)OC(C)(C)C)C(=O)OCC)C1)=O)CC=C 2-(t-butyl) 3-ethyl (3S,5R)-8,8-diallyl-6-oxo-2,7-diazaspiro[4.4]nonane-2,3-dicarboxylate